ClC1=C(C(=NN1C)C1=C(C=C(C=C1)F)F)C=O 5-CHLORO-3-(2,4-DIFLUOROPHENYL)-1-METHYL-1H-PYRAZOLE-4-CARBOXALDEHYDE